2,2-dimethyl-cyclobutane-1-carboxylic acid CC1(C(CC1)C(=O)O)C